cyclopropyl-3-fluoro-4-methoxybenzamide C1(CC1)C1=C(C(=O)N)C=CC(=C1F)OC